tert-butyl (2-butoxy-8-(hydroxy(3-(pyrrolidin-1-ylmethyl)phenyl)methyl)pyrazolo[1,5-a][1,3,5]triazin-4-yl)carbamate C(CCC)OC1=NC=2N(C(=N1)NC(OC(C)(C)C)=O)N=CC2C(C2=CC(=CC=C2)CN2CCCC2)O